C(C=C)(=O)O.C(C=C)(=O)O.C(C=C)(=O)O.OCC(CO)(CO)CO.OCC(CO)(CO)CO di-pentaerythritol triacrylate